P(=O)(OCC)(OCC)OC1=CC=C(C=C1)CO Diethyl (4-(hydroxymethyl)phenyl) phosphate